FC1([C@H](N(C1)C1=NC(=CC(=N1)N1C(C2C(C2C1)CC(=O)O)=O)C(F)(F)F)C)F 2-[3-{2-[(2R)-3,3-Difluoro-2-methyl-azetidin-1-yl]-6-(trifluoromethyl)pyrimidin-4-yl}-2-Oxo-3-azabicyclo[3.1.0]hexane-6-yl]acetic acid